ClC1=C(C=CC=C1C=1C=CC=C2C(=NN(C12)C)I)C1=CC=C(C(=N1)OC)CN(C(OC(C)(C)C)=O)C[C@@H]1C[C@@H](C1)O tert-butyl ((6-(2-chloro-3-(3-iodo-1-methyl-1H-indazol-7-yl)phenyl)-2-methoxypyridin-3-yl)methyl)((cis-3-hydroxycyclobutyl)methyl)carbamate